2,2',3,3',5,5'-hexamethyl-4,4'-bis(2-propen-1-yloxy)-1,1'-biphenyl CC1=C(C=C(C(=C1C)OCC=C)C)C1=C(C(=C(C(=C1)C)OCC=C)C)C